tert-Butyl (R)-3-((6-chloro-5-cyclopropylpyridazin-3-yl)amino)piperidine-1-carboxylate ClC1=C(C=C(N=N1)N[C@H]1CN(CCC1)C(=O)OC(C)(C)C)C1CC1